C(C=1C(C(=O)OC2CCCCC2)=CC=CC1)(=O)OC1CCCCC1 di(2-cyclohexyl) phthalate